N1CC(CC1)C(=O)O pyrrolidine-3-carboxylic Acid